ClC1=CC=C(CN2CC(CCC2)C2=CC=NC=3N2N=C(C3C3=NC=NC=C3)C)C=C1 4-(7-(1-(4-Chlorobenzyl)piperidin-3-yl)-2-methylpyrazolo[1,5-a]pyrimidin-3-yl)pyrimidin